BrC=1C=2N(C(=NC1)NCC1=C(C=CC3=C1C=CO3)F)C=C(N2)C(=O)OCC ethyl 8-bromo-5-(((5-fluorobenzofuran-4-yl)methyl)amino)imidazo[1,2-c]pyrimidine-2-carboxylate